(4'-methylphenylthio)benzophenone CC1=CC=C(C=C1)SC1=C(C(=O)C2=CC=CC=C2)C=CC=C1